(S)-2-((6-(pyrrolidin-1-yl)pyrimidin-4-yl)amino)-9-(5,6,7,8-tetrahydro-1,8-naphthyridin-2-yl)nonanoic acid N1(CCCC1)C1=CC(=NC=N1)N[C@H](C(=O)O)CCCCCCCC1=NC=2NCCCC2C=C1